di-isopropoxyaluminum (ethyl acetoacetate) C(C)CC(CC(=O)[O-])=O.C(C)(C)O[Al+]OC(C)C